C(C)(C)(C)OC(=O)N1C2(CNCC1CC2)C2=CC(=C1C=C(COC1=C2)[N+](=O)[O-])F (5-fluoro-3-nitro-2H-chromen-7-yl)-3,8-diazabicyclo[3.2.1]octane-8-carboxylic acid tert-butyl ester